tert-butyl N-(1-{[3-(3-bromobenzamido)-5-(4-methyl-1H-imidazol-1-yl)phenyl]methyl}piperidin-3-yl)carbamate BrC=1C=C(C(=O)NC=2C=C(C=C(C2)N2C=NC(=C2)C)CN2CC(CCC2)NC(OC(C)(C)C)=O)C=CC1